(3R)-N-[2,4-Difluoro-3-[5-(4-piperazin-1-ylphenyl)-1H-pyrrolo[2,3-b]pyridine-3-carbonyl]phenyl]-3-fluoro-pyrrolidine-1-sulfonamide FC1=C(C=CC(=C1C(=O)C1=CNC2=NC=C(C=C21)C2=CC=C(C=C2)N2CCNCC2)F)NS(=O)(=O)N2C[C@@H](CC2)F